rac-(1S,2R)-1-ethyl-6,7-difluoro-2-methyl-2-(trifluoromethyl)-1H-furo[2,3-c]chromen-4-one C(C)[C@@H]1[C@@](OC=2C(OC=3C(=C(C=CC3C21)F)F)=O)(C(F)(F)F)C |r|